C(C=C)OCC(C(=O)OCC1CCCCC1)=C cyclohexylmethyl α-allyloxymethylacrylate